CN1N=C(N=C1C(=O)N1[C@@H](C2=C(CC1)NC=N2)C2=NN1C(C(=CC=C1)C(F)(F)F)=C2)C (S)-(1,3-dimethyl-1H-1,2,4-triazol-5-yl)(4-(4-(trifluoromethyl)pyrazolo[1,5-a]pyridin-2-yl)-6,7-dihydro-1H-imidazo[4,5-c]pyridin-5(4H)-yl)methanone